CN1C(=NC=C1)C1=CC=C(N\C(\C2=CC=CC=C2)=C\2/C(NC3=CC(=CC=C23)C(=O)OC)=O)C=C1 3-Z-[1-(4-(1-methyl-imidazol-2-yl)-anilino)-1-phenyl-methylene]-6-methoxycarbonyl-2-indolinone